CN(C1=NN2C(CN(CCC2)C(=O)OC(C)(C)C)=C1)C tert-butyl 2-(dimethylamino)-7,8-dihydro-4H-pyrazolo[1,5-a][1,4]diazepine-5(6H)-carboxylate